triisopropyl((8-(4,4,5,5-tetramethyl-1,3,2-dioxaborolane-2-yl)naphthalen-1-yl)ethynyl)silane C(C)(C)[Si](C#CC1=CC=CC2=CC=CC(=C12)B1OC(C(O1)(C)C)(C)C)(C(C)C)C(C)C